CN(C(=O)C=1C=CC2=C(C1)OC(C1=C2C=NC=C1)C)C N,N,5-trimethyl-5H-chromeno[4,3-c]pyridine-8-carboxamide